C1(=CC=CC=C1)C(C1=CC=CC=C1)=NC=1N=C(C=C2C=C(N=CC12)NC(=O)C1CC1)Cl N-[8-(diphenylmethyleneamino)-6-chloro-2,7-naphthyridin-3-yl]Cyclopropanecarboxamide